OCCNCCCO 3-((2-hydroxyethyl)-amino)-1-propanol